1-(5-((4-(4-((4-((3-(methylsulfonyl)benzyl)amino)-5-(trifluoromethyl)pyrimidin-2-yl)amino)phenyl)piperazin-1-yl)methyl)pyridin-3-yl)dihydropyrimidine-2,4(1H,3H)-dione CS(=O)(=O)C=1C=C(CNC2=NC(=NC=C2C(F)(F)F)NC2=CC=C(C=C2)N2CCN(CC2)CC=2C=C(C=NC2)N2C(NC(CC2)=O)=O)C=CC1